O[C@H]1C[C@@H](O[C@@H]1CO)N1C(NC(C(=C1)C=C)=O)=O 1-((2R,4S,5R)-4-hydroxy-5-(hydroxymethyl)tetrahydrofuran-2-yl)-5-vinylpyrimidine-2,4(1H,3H)-dione